6-(2-(2-methylpyridin-4-yl)imidazo[1,2-a]pyrimidin-3-yl)-4-(methylsulfonyl)-3,4-dihydro-2H-benzo[b][1,4]oxazine CC1=NC=CC(=C1)C=1N=C2N(C=CC=N2)C1C1=CC2=C(OCCN2S(=O)(=O)C)C=C1